2-(2-benzyloxypropyl)pyrazole-3-carboxylic acid C(C1=CC=CC=C1)OC(CN1N=CC=C1C(=O)O)C